[Pd](Cl)Cl.C1(CCCCC1)P(C1=CC=C(C=C1)N(C)C)C1CCCCC1.C1(CCCCC1)P(C1=CC=C(C=C1)N(C)C)C1CCCCC1 bis[(dicyclohexyl)(4-dimethylaminophenyl)phosphine] palladium (II) chloride